FC(C1=NNC(=C1C#N)C1=CC=C(C=C1)C(F)(F)F)(F)F 3-(trifluoromethyl)-5-[4-(trifluoromethyl)phenyl]-1H-pyrazole-4-carbonitrile